C1(CCCCC1)NC1CCCCC1 dicyclohexylamine